rel-(R)-2-methyl-N-(2-oxo-2-((2,2,2-trifluoroethyl)amino)ethyl)-4-(5-(trifluoromethyl)-5-(6-(trifluoromethyl)pyrazin-2-yl)-4,5-dihydroisoxazol-3-yl)benzamide CC1=C(C(=O)NCC(NCC(F)(F)F)=O)C=CC(=C1)C1=NO[C@](C1)(C1=NC(=CN=C1)C(F)(F)F)C(F)(F)F |o1:22|